C(C)(=O)N[C@@H](C(C)(C)SN=O)C(=O)N[C@@H](C(C)(C)SN=O)C(=O)O (N-Acetyl-S-nitrosopenicillaminyl)-S-nitrosopenicillamine